C1(CC1)C=1C=C(C=C(C1)OC1=C(C=C(C=C1C)F)C)C=1C2=C(C(N(C1)C)=O)C=C(S2)C(=O)NCC 7-(3-cyclopropyl-5-(4-fluoro-2,6-dimethylphenoxy)phenyl)-N-ethyl-5-methyl-4-oxo-4,5-dihydrothieno[3,2-c]pyridine-2-carboxamide